C(C)OC([C@@H](CCCC(=O)OCC)O)=O.NCCC(=O)NC=1C=NC2=CC=CC=C2C1 |r| 3-amino-N-(quinolin-3-yl)propionamide racemic-diethyl-2-hydroxyadipate